N(=[N+]=[N-])CCOCCOCCOCCN1C(CCC1=O)=O 1-(2-(2-(2-(2-azidoethoxy)ethoxy)ethoxy)-ethyl)pyrrolidine-2,5-dione